2-(1,7-dimethyl-1H-indazol-5-yl)-7-(4-methylpiperazin-1-yl)-4H-pyrido[1,2-a]pyrimidin CN1N=CC2=CC(=CC(=C12)C)C=1N=C2N(CC1)C=C(C=C2)N2CCN(CC2)C